N-(2-acetyl-3,5-difluoro-phenyl)-5-cyano-2-(trifluoromethylsulfanyl)benzamide C(C)(=O)C1=C(C=C(C=C1F)F)NC(C1=C(C=CC(=C1)C#N)SC(F)(F)F)=O